C(#N)C1=C(C=C(C=C1)NC([C@@](CN(C)C=1C=C(C(=CC1)C#N)C1=CC=C(C=C1)F)(C)O)=O)C(F)(F)F (S)-N-(4-Cyano-3-(trifluoromethyl)phenyl)-3-((6-cyano-4'-fluoro-[1,1'-biphenyl]-3-yl)(methyl)amino)-2-hydroxy-2-methylpropanamide